N-(4-(((R)-1-Hydroxy-4-methylpentan-2-yl)amino)-6-((R*)-2-(2,3,6-trifluorophenyl)propyl)-1,3,5-triazin-2-yl)methanesulfonamide OC[C@@H](CC(C)C)NC1=NC(=NC(=N1)C[C@@H](C)C1=C(C(=CC=C1F)F)F)NS(=O)(=O)C |o1:15|